BrC=1N=C(NC1Br)C 4,5-dibromo-2-methyl-1H-imidazole